FC1=CN=C2C[C@H](CNC2=C1)[C@@H](C1=CC=CC=C1)NCCC=1C=CC(=C(C1)CC(=O)O)C [5-(2-{[(S)-[(3R)-7-fluoro-1,2,3,4-tetrahydro-1,5-naphthyridin-3-yl](phenyl)methyl]amino}ethyl)-2-methylphenyl]acetic acid